1-(2-methoxyethyl)-N-(6-(1-methyl-1H-pyrazol-4-yl)isoquinolin-3-yl)piperidine-4-carboxamide COCCN1CCC(CC1)C(=O)NC=1N=CC2=CC=C(C=C2C1)C=1C=NN(C1)C